(S)-2-amino-4-((4-(cyclopropylethynyl)-6-fluoro-2-oxo-4-(trifluoromethyl)-1,4-dihydro-2H-benzo[d][1,3]oxazin-7-yl)methyl)nicotinonitrile NC1=C(C#N)C(=CC=N1)CC=1C(=CC2=C(NC(O[C@@]2(C(F)(F)F)C#CC2CC2)=O)C1)F